13,14-Dihydrocarbazolo-[1,2-a]carbazol C1=CC=CC=2C=3C=CC=4C(=C5NC6=CC=CC=C6C5=CC4)C3NC12